BrC1=CC=C2C(=NN(C2=C1)C)N(CCC(=O)OCC)C#N ethyl 3-[(6-bromo-1-methyl-indazol-3-yl)-cyano-amino]propanoate